CC=1N=C(C=2N(C1)C=C(N2)C2=CC1=C(C=N2)N=C(S1)N(C1CC(NC(C1)(C)C)(C)C)C)C 6-(6,8-Dimethylimidazo[1,2-a]pyrazin-2-yl)-N-methyl-N-(2,2,6,6-tetramethylpiperidin-4-yl)[1,3]thiazolo[4,5-c]pyridin-2-amin